N-(3-(8-((6S)-6-((dimethylamino)methyl)piperidin-2-yl)-3-(2,2,2-trifluoroethyl)imidazo[1,2-a]pyridin-2-yl)prop-2-yn-1-yl)-2-methoxy-4-(methylsulfonyl)aniline CN(C)C[C@@H]1CCCC(N1)C=1C=2N(C=CC1)C(=C(N2)C#CCNC2=C(C=C(C=C2)S(=O)(=O)C)OC)CC(F)(F)F